4-(methyl-hydroxyphosphono)-2-carbonyl-butyric acid COP(=O)(OO)CCC(C(=O)O)=C=O